FC(C(=O)O)(F)F.FC1=C(C=CC=C1)C1=C(N=C2N(C1=O)C(=CC=C2)C)C(C)NC2=C1N=CNC1=NC=N2 3-(2-Fluorophenyl)-6-methyl-2-[1-(9H-purin-6-ylamino)ethyl]-4H-pyrido[1,2-a]pyrimidin-4-one Trifluoroacetic Acid Salt